NC=1SC2=C(N1)C=C(C=C2)[C@@H]2N(C[C@H](CC2)C)C(C(=O)NC2=NC=CC=C2C(=O)N)=O [[2-[(2R,5S)-2-(2-amino-1,3-benzothiazol-5-yl)-5-methyl-1-piperidyl]-2-oxo-acetyl]amino]pyridine-3-carboxamide